methyl 2-ethyl-6-(4-methoxy-phenyl)-nicotinate C(C)C1=C(C(=O)OC)C=CC(=N1)C1=CC=C(C=C1)OC